(E)-5-(((5-(trifluoromethyl)pyridin-2-yl)methylene)amino)-5-azaspiro[2.4]heptan-6-one FC(C=1C=CC(=NC1)\C=N\N1CC2(CC2)CC1=O)(F)F